rel-3,4-dichloro-2-[2-(morpholine-4-carbonyl)piperidin-4-yl]Phenol ClC=1C(=C(C=CC1Cl)O)C1CC(NCC1)C(=O)N1CCOCC1